4-benzyl 8-ethyl (1r,7s,8r)-4-azabicyclo[5.1.0]octane-4,8-dicarboxylate [C@H]12CCN(CC[C@@H]2C1C(=O)OCC)C(=O)OCC1=CC=CC=C1